6-((4-methoxybenzyl)thio)-3-((2-(trimethylsilyl)ethoxy)methyl)-3H-[1,2,3]triazolo[4,5-b]pyridine COC1=CC=C(CSC=2C=C3C(=NC2)N(N=N3)COCC[Si](C)(C)C)C=C1